5-hydroxyl-styrene OC=1C=CC=C(C=C)C1